1-((3S,5S)-1-acryloyl-5-methylpyrrolidin-3-yl)-3-((1-cyclopropyl-4,6-difluoro-1H-benzo[d]imidazol-5-yl)ethynyl)-5-(methylamino)-1H-pyrazole-4-carboxamide C(C=C)(=O)N1C[C@H](C[C@@H]1C)N1N=C(C(=C1NC)C(=O)N)C#CC1=C(C2=C(N(C=N2)C2CC2)C=C1F)F